Cl.C(C)O ethyl alcohol HCl